IC1=C(C(=CC(=C1)C(C(F)(F)F)(C(F)(F)F)F)C(F)(F)F)NC(C1=C(C(=CC=C1)NO)F)=S N-(2-iodo-4-(perfluoropropane-2-yl)-6-(trifluoromethyl)phenyl)-2-fluoro-3-(hydroxyamino)thiobenzamide